COC(=O)C1=CC(=C2C(=N1)N(C=C2)C)Cl 4-chloro-1-methyl-1H-pyrrolo[2,3-b]pyridine-6-carboxylic acid methyl ester